1-cyclopropyl-5-ethynyl-1H-benzo[d]imidazole C1(CC1)N1C=NC2=C1C=CC(=C2)C#C